C(C)(C)(C)C=1C(=C(C=C(C1)OCCC[SiH2]C=C(C)C)N1N=C2C(=N1)C=CC(=C2)OC)O 2-[3'-tert-Butyl-5'-(3''-dimethylvinylsilylpropoxy)-2'-hydroxyphenyl]-5-methoxybenzotriazole